C(CCC)OC(=C)C1=CC(=C(C=C1[N+](=O)[O-])NC(OC(C)(C)C)=O)OC Tert-butyl (4-(1-butoxyvinyl)-2-methoxy-5-nitrophenyl)carbamate